2-butylsuberate ammonium [NH4+].C(CCC)C(C(=O)[O-])CCCCCC(=O)[O-].[NH4+]